O=C1C(=C2C(=NN1)C(CC2)N2C[C@@H](OCC2)C(=O)N2CCN(CC2)C2=NC=C(C#N)C=C2)C(F)(F)F 6-(4-((2R)-4-(3-Oxo-4-(trifluoromethyl)-3,5,6,7-tetrahydro-2H-cyclopenta[c]pyridazin-7-yl)morpholine-2-carbonyl)piperazin-1-yl)nicotinonitrile